FC=1C=C2C(=NN(C2=CC1)C)C(=O)N1CCC(CC1)C1=C(C=CC=C1)C(F)(F)F (5-fluoro-1-methyl-1H-indazol-3-yl)(4-(2-(trifluoromethyl)phenyl)piperidin-1-yl)methanone